FC=1C=C(CN2C(=NC(=C2)NC([C@@H](C)N2C[C@@H](C(CC2)(F)F)C2=CC=[N+](C=C2)[O-])=O)C(F)F)C=C(C1)F 4-((S)-1-((R)-1-((1-(3,5-difluorobenzyl)-2-(difluoromethyl)-1H-imidazol-4-yl)amino)-1-oxopropan-2-yl)-4,4-difluoropiperidin-3-yl)pyridine 1-oxide